C(C[NH3+])C(C[C@@H](C(=O)[O-])[NH3+])Cl The molecule is an alpha-amino-acid cation that is the conjugate acid of 4-chloro-L-lysine zwitterion; major species at pH 7.3. It is a conjugate acid of a 4-chloro-L-lysine zwitterion.